COC1=CC=C(C(=S)N(C)C)C=C1 4-methoxy-N,N-dimethylthiobenzamide